FC1=NC=CC(=C1C(C)O)I (2-fluoro-4-iodopyridin-3-yl)ethanol